CC1=CCC(C(C1OC=C)C)C 1,4,5-trimethyl-6-vinyloxy-cyclohexene